5-Fluoro-4-[7-methoxy-3-methyl-8-(1-methyl-1H-pyrazol-4-yl)-2-oxo-2,3-dihydroimidazo[4,5-c]-quinolin-1-yl]nicotinonitrile FC=1C=NC=C(C#N)C1N1C(N(C=2C=NC=3C=C(C(=CC3C21)C=2C=NN(C2)C)OC)C)=O